(-)-phenyl-acetylbutyrine C1(=CC=CC=C1)N(C(CC)C(=O)O)C(C)=O